CC1(O[C@@H]2[C@H](O1)C(=C[C@H]2N2C=CC1=C2N=CN=C1C)C=C)C 7-((3aS,4R,6aR)-2,2-dimethyl-6-vinyl-3a,6a-dihydro-4H-cyclopenta[d][1,3]dioxol-4-yl)-4-methyl-7H-pyrrolo[2,3-d]pyrimidine